FC=1C=CC(=C(C(=O)N(C(C)C)C(C)C)C1)OC=1C(=NC=NC1)N1CC2(C1)CCN(CC2)C[C@H]2OC[C@@H](CC2)NS(NC)(=O)=O 5-Fluoro-N,N-diisopropyl-2-((4-(7-(((2S,5R)-5-((N-methylsulfamoyl)amino)tetrahydro-2H-pyran-2-yl)methyl)-2,7-diazaspiro[3.5]nonan-2-yl)pyrimidin-5-yl)oxy)benzamide